COC(CC1=CC=C(C=C1)N1CCN(CC1)C(=O)OC(C)(C)C)=O tert-butyl 4-[4-(2-methoxy-2-oxoethyl)phenyl]piperazine-1-carboxylate